FC1CC(N2CCC=C12)C fluoro-3-methyltetrahydro-1H-pyrrolizin